2-methyl-5-(3-(trifluoromethyl)phenyl)-N-(3-(chloromethyl)-1,2,4-thiadiazol-5-yl)furan-3-carboxamide CC=1OC(=CC1C(=O)NC1=NC(=NS1)CCl)C1=CC(=CC=C1)C(F)(F)F